N(=[N+]=[N-])[C@H](C)C1=CC=C2C=C(N(C2=C1)CC1=CC=CC2=CC=CC=C12)C(=O)NC1CCC(CC1)NC(OC(C)(C)C)=O tert-butyl ((1r,4r)-4-(6-(1-azidoethyl)-1-(naphthalen-1-ylmethyl)-1H-indole-2-carboxamido)cyclohexyl)carbamate